C(C)OC(CCCC[C@H](CCCl)O)=O (R)-6-hydroxyl-8-chlorooctanoic acid ethyl ester